C(CCCCC(C)C)SCC(=O)[O-].C(CCCCC(C)C)SCC(=O)[O-].C[Sn+2]C dimethyltin bis(isooctylmercaptoacetate)